NC1=C(C#N)C=C(C(=N1)Cl)C1CC1 amino-6-chloro-5-cyclopropylnicotinonitrile